FC=1C=C2CN(CC2=CC1)C(=O)NC1=CC=C(C=C1)C1CCN(CC1)C(C(=O)NCCC(C)(C)O)=O 5-FLUORO-N-(4-(1-(2-((3-HYDROXY-3-METHYL-BUTYL)AMINO)-2-OXOACETYL)PIPERIDIN-4-YL)PHENYL)ISOINDOLINE-2-CARBOXAMIDE